1,3-dodecenediol C(=CC(CCCCCCCCC)O)O